P(=O)(OOCCCCCC(C)C)(OOCCCCCCCCCCCC)[O-] isooctyloxy dodecyloxy phosphate